4-[3-hydroxy-4-(3-{3-[(propan-2-yl)amino]pyrrolidin-1-yl}-1,2,4-triazin-6-yl)phenyl]-1-methylpyridin-2(1H)-one OC=1C=C(C=CC1C1=CN=C(N=N1)N1CC(CC1)NC(C)C)C1=CC(N(C=C1)C)=O